C[C@@H]1CN(C[C@@H](N1)C)C=1N=NC(=CN1)C1=C2C=NNC2=C(C=C1)N1N=CC=C1 4-[3-[(3R,5S)-3,5-dimethylpiperazin-1-yl]-1,2,4-triazin-6-yl]-7-pyrazol-1-yl-1H-indazole